CC=1C=C(C(=O)OC)C=CC1[C@@H]1CNCCO1 |o1:11| Methyl (R*)-3-methyl-4-(morpholin-2-yl)benzoate